ClC1=CC=C(C=N1)NC1=NC=CC2=CC(=CC=C12)OC1CCN(CC1)C1COC1 N-(6-chloropyridin-3-yl)-6-((1-(oxetan-3-yl)piperidin-4-yl)oxy)isoquinolin-1-amine